glycylglycyl-L-serylglycylglycylglycyl-L-serylglycylglycylglycyl-L-seryl-L-asparaginylglycyl-L-leucyl-L-histidine NCC(=O)NCC(=O)N[C@@H](CO)C(=O)NCC(=O)NCC(=O)NCC(=O)N[C@@H](CO)C(=O)NCC(=O)NCC(=O)NCC(=O)N[C@@H](CO)C(=O)N[C@@H](CC(N)=O)C(=O)NCC(=O)N[C@@H](CC(C)C)C(=O)N[C@@H](CC1=CNC=N1)C(=O)O